NC1=C(SC2=NC(=CC=C21)C)C(=O)N[C@@H]2CC1=CC=C(C=C1CC2)N2C[C@@H]([C@H](C2)OC)N 3-amino-N-[(2S)-6-[(3S,4S)-3-amino-4-methoxypyrrolidin-1-yl]-1,2,3,4-tetrahydronaphthalen-2-yl]-6-methylthieno[2,3-b]pyridine-2-carboxamide